ClC1=CC=C2CCN(C2=C1)C1=NC=NC2=CC=C(C=C12)C=1C=C2C(=NC1)C=NN2C 4-(6-chloroindolin-1-yl)-6-(1-methylpyrazolo[4,3-b]pyridin-6-yl)quinazoline